C1(CC1)N1C=C(C(C2=CC(=C(C=C12)N1CCN(CC1)C(C)=O)F)=O)C(C=CC=1C=NC=CC1)=O 1-cyclopropyl-6-fluoro-7-(4-acetylpiperazin-1-yl)-3-[3-(pyridin-3-yl)acryloyl]-quinolin-4(1H)-one